CN1CCN(CC1)C1=CC(=C(C=C1)NC1=NC=NC(=C1)N1OCC[C@@H]1C1=CC=CC=C1)N1CC(C1)CS(=O)(=O)C (R)-N-(4-(4-methylpiperazin-1-yl)-2-(3-((methyl-sulfonyl)meth-yl)azetidin-1-yl)phenyl)-6-(3-phenylisoxazolidin-2-yl)pyrimidin-4-amine